O[C@H]1CN(CC1)C(CCC)=O (R)-3-hydroxypyrrolidin-1-yl(butan-1-one)